3-methyl-5-(N-(2-cyclohexylethyl)sulfamoyl)benzofuran CC1=COC2=C1C=C(C=C2)S(NCCC2CCCCC2)(=O)=O